(1S,3r)-3-(4-(2-fluorophenyl)-5-(6-methylpyridin-2-yl)-4H-1,2,4-triazol-3-yl)cyclobutan-1-amine dihydrochloride Cl.Cl.FC1=C(C=CC=C1)N1C(=NN=C1C1=NC(=CC=C1)C)C1CC(C1)N